C(C)OC(=O)C1=CN(C=CC1=O)[C@@H](CC=1C(=NC(=C(C1)OCC1CC1)Cl)I)C(C)(C)C.C(C)N(CC)C#CCCC diethylaminopentyne ethyl-(S)-1-(1-(6-chloro-5-(cyclopropylmethoxy)-2-iodopyridin-3-yl)-3,3-dimethylbutan-2-yl)-4-oxo-1,4-dihydropyridine-3-carboxylate